ClC1=C(C=C(C=C1)NC(=O)N1C2CC(CC1(C2)C=2OC(=NN2)CO)C)C2=NN(C=N2)C cis-N-(4-chloro-3-(1-methyl-1H-1,2,4-triazol-3-yl)phenyl)-1-(5-(hydroxymethyl)-1,3,4-oxadiazol-2-yl)-3-methyl-6-azabicyclo[3.1.1]heptane-6-carboxamide